[Si].C(O)C=1OC(=CC1)CO 2,5-dimethylolfuran silicon